NC1=C2C(N(C(=NC2=CC=C1)C)C1C(N(C(CC1)=O)C)=O)=O 3-(5-amino-2-methyl-4-oxoquinazolin-3(4H)-yl)-1-methylpiperidine-2,6-dione